L-2-[4-(2-hydroxyethyl)piperazine-1-yl]ethanesulfonic acid OCCN1CCN(CC1)CCS(=O)(=O)O